P(OC1=C(C=CC=C1)CC)(OC1=C(C=CC=C1)CC)[O-] bis(ethylphenyl) phosphite